2-(2,4-dioxo-3,4-dihydropyrimidin-1(2H)-yl)-N-(2-fluoro-4-(piperazin-1-yl)phenyl)acetamide O=C1N(C=CC(N1)=O)CC(=O)NC1=C(C=C(C=C1)N1CCNCC1)F